6-amino-2,3-dichloroquinoxaline NC=1C=C2N=C(C(=NC2=CC1)Cl)Cl